C(C)C1=C(C=C(C(=C1)O)F)C1=CC=C2C(=NNC2=C1)C1=NC2=C(N1)CN(C2)C2OCCN(C2)C(=O)N2CC(OCC2)N2CC=1NC(=NC1C2)C2=NNC1=CC(=CC=C21)C2=C(C=C(C(=C2)F)O)CC (2-(6-(2-ethyl-5-fluoro-4-hydroxyphenyl)-1H-indazol-3-yl)-4,6-dihydropyrrolo[3,4-d]imidazol-5(1H)-yl)(morpholino)ketone